NC1=CC(=NC(=N1)NC1=CC=C(C=C1)C)C(=O)N(C)CC1=CC=CC=C1 6-amino-N-benzyl-N-methyl-2-(p-tolylamino)pyrimidine-4-carboxamide